ethyl 6-bromo-7-chloro-4-methylpyrazolo[1,5-a]pyridine-3-carboxylate BrC=1C=C(C=2N(C1Cl)N=CC2C(=O)OCC)C